2-amino-5-(4-(2-(3,5-difluorophenyl)-2-hydroxyacetamido)-2-methylphenyl)-N-(1-methylazetidin-3-yl)nicotinamide NC1=C(C(=O)NC2CN(C2)C)C=C(C=N1)C1=C(C=C(C=C1)NC(C(O)C1=CC(=CC(=C1)F)F)=O)C